2-(2-cyano-2-(9H-thioxanthen-9-ylidene)acetoxy)ethyl methacrylate C(C(=C)C)(=O)OCCOC(C(=C1C2=CC=CC=C2SC=2C=CC=CC12)C#N)=O